((1r,4r)-4-(((tertbutyldiphenylsilyl)oxy)methyl)cyclohexyl)methyl methanesulfonate CS(=O)(=O)OCC1CCC(CC1)CO[Si](C1=CC=CC=C1)(C1=CC=CC=C1)C(C)(C)C